dimethoxy-N-({4-[5-(trifluoromethyl)-1,2,4-oxadiazol-3-yl]phenyl}methyl)cyclopropanecarboxamide COC1C(C1C(=O)NCC1=CC=C(C=C1)C1=NOC(=N1)C(F)(F)F)OC